n-propyl-8-(4-(pyridin-3-yl)-1H-1,2,3-triazol-1-yl)octanehydrazide C(CC)C(C(=O)NN)CCCCCCN1N=NC(=C1)C=1C=NC=CC1